2-cyano-N-(6,8-dichloro-2,7-naphthyridin-3-yl)propanamide C(#N)C(C(=O)NC=1N=CC2=C(N=C(C=C2C1)Cl)Cl)C